methyl 4-amino-1-(6-aminopyridin-2-yl)-2-oxo-7-(trifluoromethyl)-1,2-dihydroquinoline-3-carboxylate NC1=C(C(N(C2=CC(=CC=C12)C(F)(F)F)C1=NC(=CC=C1)N)=O)C(=O)OC